BrC1=CC(=C(CNC(=O)C2CCN(CC2)CC2=CC(=CC=C2)F)C=C1)OC(F)(F)F N-(4-bromo-2-(trifluoromethoxy)benzyl)-1-(3-fluorobenzyl)piperidine-4-carboxamide